C(C)(C)(C)C1[C@](N(CC[C@@]1(C(=O)O)CC1=NC(=CC(=C1F)SC)Cl)C(=O)O)(C)C(C)(C)C di-tert-butyl-(2R,4R)-4-((6-chloro-3-fluoro-4-(methylthio)pyridin-2-yl)methyl)-2-methylpiperidine-1,4-dicarboxylic acid